ClC=1C=CC(=C(C1)C1=CC(=C(N=N1)OCC(F)F)NC1=CC(=NC=C1)N)F N4-[6-(5-chloro-2-fluorophenyl)-3-(2,2-difluoroethoxy)pyridazin-4-yl]pyridine-2,4-diamine